(S)-N-(4-bromo-3-(difluoromethyl)-2-fluorophenyl)-1,1,1-trifluorobutane-2-sulfonamide BrC1=C(C(=C(C=C1)NS(=O)(=O)[C@H](C(F)(F)F)CC)F)C(F)F